5-hydroxy-5-ethyl-bicyclo[2.2.1]hept-2-ene OC1(C2C=CC(C1)C2)CC